C(C)(=O)N[C@@H](CO)C(=O)O Nα-acetyl-serine